OC1=C2C(OC(CCCC(CCCCCC2=CC(=C1)O)=O)C)=O 15,17-dihydroxy-11-methyl-12-oxabicyclo-[12.4.0]octadeca-1(18),14,16-triene-7,13-dione